Cl.C(C)N1C2=C(C=3C=C(C=CC13)C1=CC=C(C=C1)C)CNCC2 5-ethyl-8-(p-tolyl)-2,3,4,5-tetrahydro-1H-pyrido[4,3-b]indole hydrochloride